OC(CC=1C=C(C=C(C1)N1N=C2C(=N1)C=CC=C2)CCCCC)CCC 2-(2'-hydroxy-3',5'-dipentylphenyl)-benzotriazole